C(C)(C)(C)OC(=O)N[C@H](C(=O)NC1=CC=C(C=C1)C=1C(=[N+](C=CC1C)[O-])C)[C@H]1CCCC2=CC=CC=C12 3-(4-((S)-2-((tert-butoxycarbonyl)amino)-2-((S)-1,2,3,4-tetrahydronaphthalen-1-yl)acetamido)phenyl)-2,4-dimethylpyridine 1-oxide